7-fluoro-2-(morpholinomethyl)imidazo[1,2-c]quinazolin-5-amine FC1=CC=CC=2C=3N(C(=NC12)N)C=C(N3)CN3CCOCC3